(3-methylbenzofuran-2-yl)(phenyl)methanone CC1=C(OC2=C1C=CC=C2)C(=O)C2=CC=CC=C2